6,6,9-trimethyl-8-(4-morpholin-4-yl-piperidin-1-yl)-11-oxo-6,11-dihydro-5H-benzo[b]carbazole-3-carbonitrile methanesulfonic acid salt CS(=O)(=O)O.CC1(C2=C(C(C=3C4=CC=C(C=C4NC13)C#N)=O)C=C(C(=C2)N2CCC(CC2)N2CCOCC2)C)C